N1=CC=CC2=CC(=CC=C12)S(=O)(=O)C1=CC=C(C=C1)CN1N=CC=2C1=NC=CC2 N-{[4-(quinoline-6-sulfonyl)phenyl]methyl}-1H-pyrazolo[3,4-b]pyridine